1,2-dimethyl-5-(4,4,5,5-tetramethyl-1,3,2-dioxaborolan-2-yl)-6-(trifluoromethyl)benzimidazole CN1C(=NC2=C1C=C(C(=C2)B2OC(C(O2)(C)C)(C)C)C(F)(F)F)C